C(#N)CCC(C)(C)P([O-])([O-])([O-])C(C)C cyanoethyldiisopropyl-phosphite